OC12CCC(CC1)(C2)N2C1=NC(=NC=C1N(C2=S)C)NC2=CC1=C(OCO1)C=C2C 9-(4-hydroxybicyclo[2.2.1]heptan-1-yl)-7-methyl-2-((6-methylbenzo[d][1,3]dioxol-5-yl)amino)-7,9-dihydro-8H-purine-8-thione